5-tert-butyl-N-[[4-[3-[4-(cyclobutene-1-carbonyl)piperazin-1-yl]-4-pyridyl]-2-methyl-phenyl]methyl]-1,2,4-oxadiazole-3-carboxamide C(C)(C)(C)C1=NC(=NO1)C(=O)NCC1=C(C=C(C=C1)C1=C(C=NC=C1)N1CCN(CC1)C(=O)C1=CCC1)C